2-(3-(benzyloxy)-1H-pyrazol-1-yl)-N-(4,4-difluorocyclohexyl)-6-methyl-pyrimidin-4-amine C(C1=CC=CC=C1)OC1=NN(C=C1)C1=NC(=CC(=N1)NC1CCC(CC1)(F)F)C